CN1C(CCC=2C=CNC(C12)=O)=O 1-methyl-1,2,3,4,7,8-hexahydro-1,7-naphthyridine-2,8-dione